4-(2-(2-(2-(2-(4-((2-(2-(Benzyloxy)-4,6-dihydroxy-3-methylbenzoyl)isoindolin-5-yl)methyl)piperazin-1-yl)ethoxy)ethoxy)ethoxy)ethoxy)-2-(2,6-dioxopiperidin-3-yl)isoindoline-1,3-dione C(C1=CC=CC=C1)OC1=C(C(=O)N2CC3=CC=C(C=C3C2)CN2CCN(CC2)CCOCCOCCOCCOC2=C3C(N(C(C3=CC=C2)=O)C2C(NC(CC2)=O)=O)=O)C(=CC(=C1C)O)O